(1-(tert-butyl)-5-(3-hydroxycyclopentyl)-1H-pyrazol-3-yl)carbamic acid benzyl ester C(C1=CC=CC=C1)OC(NC1=NN(C(=C1)C1CC(CC1)O)C(C)(C)C)=O